ethyl 3-chloro-7,8-dihydro-6H-9-oxa-2-thia-4-azabenzo[cd]azulene-5-carboxylate ClC1=NC(=C2C3=C1SC=C3OCCC2)C(=O)OCC